tert-butyl N-[[1-[4-(pentafluoro-λ6-sulfanyl)phenyl]pyrazolo[3,4-b]pyridin-3-yl]methyl]carbamate FS(C1=CC=C(C=C1)N1N=C(C=2C1=NC=CC2)CNC(OC(C)(C)C)=O)(F)(F)(F)F